7-bromothieno[3,2-d]pyrimidin-4-amine BrC1=CSC2=C1N=CN=C2N